ClC=1C=C(C=C(C1)Cl)C1(CC(=NO1)N1CC2=C(C1)C(=C(S2)C(=O)NCC2OCCC2)C)C(F)(F)F 5-(5-(3,5-dichlorophenyl)-5-(trifluoromethyl)-4,5-dihydroisoxazol-3-yl)-3-methyl-N-((tetrahydrofuran-2-yl)methyl)-5,6-dihydro-4H-thieno[2,3-c]pyrrole-2-carboxamide